ClC1=NC=C(C(=N1)C1=CC=C(C=C1)C1CC1)Cl 2,5-dichloro-4-(4-cyclopropylphenyl)pyrimidine